methyl 4-oxo-chromene-6-carboxylate O=C1C=COC2=CC=C(C=C12)C(=O)OC